R-2-(ethylamino)propionic acid C(C)N[C@@H](C(=O)O)C